((3-((tert-butoxycarbonyl)amino)propyl) azanediyl)bis(nonane-9,1-diyl)bis(2-butyloctanoate) C(C)(C)(C)OC(=O)NCCCN(CCCCCCCCCC(C(=O)[O-])(CCCCCC)CCCC)CCCCCCCCCC(C(=O)[O-])(CCCCCC)CCCC